NC=1C=2N(C3=CC(=CC=C3N1)C(=O)N(C1COC3=C1C=CC(=C3)C(F)(F)F)CC(F)(F)F)C=NN2 4-amino-N-(2,2,2-trifluoroethyl)-N-(6-(trifluoromethyl)-2,3-dihydrobenzofuran-3-yl)-[1,2,4]triazolo[4,3-a]quinoxaline-8-carboxamide